n-butoxide tin [Sn+4].[O-]CCCC.[O-]CCCC.[O-]CCCC.[O-]CCCC